sodium bissulfite salt S(=O)([O-])[O-].S(=O)([O-])[O-].[Na+].[Na+].[Na+].[Na+]